4-((1R,5S)-3,8-diazabicyclo[3.2.1]octan-3-yl)-2-(2,4-dimethyl-1,4-diazepan-1-yl)-8-(6-methyl-5-(trifluoromethyl)-1H-indazol-4-yl)pyrido[4',3':4,5]thieno[2,3-d]pyrimidine [C@H]12CN(C[C@H](CC1)N2)C=2C1=C(N=C(N2)N2C(CN(CCC2)C)C)SC2=C1C=CN=C2C2=C1C=NNC1=CC(=C2C(F)(F)F)C